CSC(=O)C1=CC=CC=2N=NSC21 benzo(1,2,3)-thiadiazole-7-carbothioic acid-S-methyl ester